2-(2-chloro-3-fluorophenyl)propan-2-amine ClC1=C(C=CC=C1F)C(C)(C)N